C1NCC12CC(C2)CC=2N=CC(=NC2)NCC2(CC2)C(F)(F)F 5-(2-Azaspiro[3.3]heptan-6-ylmethyl)-N-[[1-(trifluoromethyl)cyclopropyl]methyl]pyrazin-2-amine